ethyl-aminolevulinic acid hydrochloride Cl.C(C)C(C(=O)O)(CC(=O)C)N